C(#N)C1=CC(=C(C(=O)NC2=NNC3=CC=C(C=C23)CC2=CC(=CC(=C2)F)F)C=C1)[N+](=O)[O-] 4-cyano-N-[5-[(3,5-difluorophenyl)methyl]-1H-indazol-3-yl]-2-nitro-benzamide